COC(=O)C=1SC=CC1CSC ((methylthio)methyl)thiophene-2-carboxylic acid methyl ester